3-(Dimethylamino)-N-((4-chloro-2,6-diisopropylphenyl)carbamoyl)propane-1-sulfonamide, potassium salt [K].CN(CCCS(=O)(=O)NC(NC1=C(C=C(C=C1C(C)C)Cl)C(C)C)=O)C